3-(chloromethyl)benzenesulfonyl chloride ClCC=1C=C(C=CC1)S(=O)(=O)Cl